C1(CCCCC1)[C@H](C(N[C@@H](C(NC(CC)CC)=O)CCCC1=CC=CC=C1)=O)NC(=O)[C@H]1NCCCC1 (S)-N-((R)-1-cyclohexyl-2-oxo-2-(((R)-1-oxo-1-(pentan-3-ylamino)-5-phenylpentan-2-yl)amino)ethyl)piperidine-2-carboxamide